C(CCCCC)C(COC(CCCCCNCCCCCCCCCC)=O)CCCCCCCC.C(CCCCCCCCC)NCCCCCC(=O)OCC(CCCCCCCC)CCCCCC 2-hexyldecyl 6-(decylamino)hexanoate 2-Hexyldecyl-6-(decylamino)hexanoate